tert-butyl N-[(1R)-2-[(4-bromo-1-methyl-pyrazol-3-yl) methoxy]-1-methyl-ethyl]-N-methyl-carbamate BrC=1C(=NN(C1)C)COC[C@@H](C)N(C(OC(C)(C)C)=O)C